COC(C(C1=CC=C(C=C1)C)(OC)OC)N trimethoxy-4-methylphenylethylamine